C(CCCCCCCCCCCCCCC)NNC(=S)N hexadecyl-thiosemicarbazide